1,4-bis(butylamino)-9,10-anthracenedione C(CCC)NC1=CC=C(C=2C(C3=CC=CC=C3C(C12)=O)=O)NCCCC